FC(C1=NN(C=C1C(=O)N)C)(F)F 3-trifluoromethyl-1-methyl-1H-pyrazole-4-carboxamide